Cl.FC(C=1C=C(C=C(C1)C(F)(F)F)N(C(=O)N([C@H]1[C@@H](CNCC1)C1=CC=C(C=C1)C(F)(F)F)C)C)(F)F |o1:17,18| 1-[3,5-bis(trifluoromethyl)phenyl]-1,3-dimethyl-3-{(3R*,4R*)-3-[4-(trifluoromethyl)phenyl]piperidin-4-yl}urea monohydrochloride